OC=1C=C(C=CC1)C1=NC(=C2NC(N(C2=N1)C1=C(C=CC=C1)C(C)C)=O)C(=O)N 2-(3-Hydroxyphenyl)-9-(2-isopropylphenyl)-8-oxo-8,9-dihydro-7H-purine-6-carboxamide